BrC1=C(C(=C(C(=C1O)Br)O)Br)Br tetrabromo-resorcin